5-bromo-1-(cyclobutylmethyl)pyridin-2(1H)-one BrC=1C=CC(N(C1)CC1CCC1)=O